C(C)(C)(C)OC(NC1=CC=C(C=C1)F)=O (4-fluoro-phenyl)-carbamic acid tert-butyl ester